FC(C(=O)O)(F)F.COC=1C=C2CCN(CC2=CC1NC1=NC=C2C(=N1)N(N=C2)C2CCNCC2)C 6-methoxy-2-methyl-N-[1-(4-piperidyl)pyrazolo[3,4-d]pyrimidin-6-yl]-3,4-dihydro-1H-isoquinolin-7-amine trifluoroacetate